14-chloro-4,6,8,10,12-pentamethylpentadecoxymethyl ether ClC(CC(CC(CC(CC(CC(CCCOCOCOCCCC(CC(CC(CC(CC(CC(C)Cl)C)C)C)C)C)C)C)C)C)C)C